C(C)(C)N1N=C(C=C1[C@H]1C[C@@H](CC1)N1CCN(CC1)CCOC)C=1C=NC(=CC1)C(F)(F)F 1-((1R,3R)-3-(1-isopropyl-3-(6-(trifluoromethyl)pyridin-3-yl)-1H-pyrazol-5-yl)cyclopentyl)-4-(2-methoxyethyl)piperazine